4-(4-Acryloylpiperazin-1-yl)-7-(2-amino-7-fluorobenzo[d]thiazol-4-yl)-6-chloro-8-fluoroquinoline C(C=C)(=O)N1CCN(CC1)C1=CC=NC2=C(C(=C(C=C12)Cl)C1=CC=C(C2=C1N=C(S2)N)F)F